C(=O)=C1NC(CCC1N1C(C2=CC=C(C=C2C1=C=O)NCC1CCC(CC1)C(=O)O)=C=O)=C=O 4-(((2-(2,6-Dicarbonylpiperidin-3-yl)-1,3-Dicarbonylisoindolin-5-yl)amino)methyl)cyclohexane-1-carboxylic acid